Triethyl-[(trimethoxysilyl)methyl-bis(allyldimethylsilyl)cyclopentadienyl]platinum (IV) C(C)[Pt](C1(C(=C(C=C1)C[Si](OC)(OC)OC)[Si](C)(C)CC=C)[Si](CC=C)(C)C)(CC)CC